(R)-1-(3-(6-chloro-3-(1H-imidazol-1-yl)-5-methoxy-1-methyl-1H-pyrrolo[3,2-b]pyridin-2-yl)-1H-1,2,4-triazol-5-yl)-2,2-difluoroethan-1-ol ClC=1C=C2C(=NC1OC)C(=C(N2C)C2=NNC(=N2)[C@H](C(F)F)O)N2C=NC=C2